ClC1=CC=C(C=C1)C1=NN=C(S1)NC(=O)C1=C(C=NC=C1)C1=C(C=CC=C1)C#C N-(5-(4-Chlorophenyl)-1,3,4-thiadiazol-2-yl)-3-(2-ethynylphenyl)pyridine-4-carboxamide